1-(5-benzoyloxazol-2-yl)-7-(4-bromo-3-chloro-benzoyl)-2-(4-methoxyphenyl)-6,8-dihydro-5H-imidazo[1,5-a]pyrazin-3-one C(C1=CC=CC=C1)(=O)C1=CN=C(O1)C=1N(C(N2C1CN(CC2)C(C2=CC(=C(C=C2)Br)Cl)=O)=O)C2=CC=C(C=C2)OC